C(=C/C\C=C\CC)/C=1SC=CC1 2-((1Z,4E)-hept-1,4-dien-1-yl)thiophene